O1CCN(CC1)C(CN1CCN(C2=CC=CC=C12)C1=CC=CC=C1)=O 1-morpholino-2-(4-phenyl-3,4-dihydroquinoxalin-1(2H)-yl)ethan-1-one